C(C1=CC=CC=C1)N1CCC2(CCCN(C2)S(=O)(=O)C=2C=CC(=NC2)N2C(OCC2)=O)CC1 (5-((9-Benzyl-2,9-diazaspiro[5.5]undecan-2-yl)sulfonyl)pyridin-2-yl)oxazolidin-2-one